n-isopropyl-2-(piperazin-1-yl)acetamide CC(C)NC(=O)CN1CCNCC1